C(C1=CC=CC=C1)(C1=CC=CC=C1)(C1=CC=CC=C1)N1CC1 (S)-1-tritylaziridine